C(C)(C)(C)OC(NC12CC(C1)(C2)CC#N)=O (3-(cyanomethyl)bicyclo[1.1.1]pent-1-yl)carbamic acid tert-butyl ester